NC1=C2N=CN(C2=NC=N1)C1OC(C(C1O)O)CNCCCNCC1=CC2=CC=CC=C2C=C1 2-(6-amino-9H-purin-9-yl)-5-(((3-((naphthalen-2-ylmethyl)amino)propyl)amino)methyl)tetrahydrofuran-3,4-diol